ClC1=CC2=C(C=N1)C=C(N2C(=O)OC(C)(C)C)C2=C(C=CC=C2)C tert-Butyl 6-chloro-2-(o-tolyl)-1H-pyrrolo[3,2-c]pyridine-1-carboxylate